trans-2-(2,2-difluoroethyl)cyclopropane-1-carboxylic acid FC(C[C@H]1[C@@H](C1)C(=O)O)F